C(=CCCCCCCCCCCCCCCCCCCCCCCC)O pentacosenol